[Cl-].[Cl-].C1(CCC1)=[Zr+2](C1C(=CC2=C(C(=C(C=C12)C)C)C1=CC=CC=C1)C=1OC=CC1)C1C(=CC2=C(C(=C(C=C12)C)C)C1=CC=CC=C1)C=1OC=CC1 Cyclobutylidenebis[2-(2-furyl)-4-phenyl-5,6-dimethyl-1-indenyl]zirconium dichloride